5-(((5-fluoro-2,3-dihydrobenzofuran-4-yl)methyl)amino)-8-(4-formyl-2-methylphenyl)imidazo[1,2-c]pyrimidine-2-carbonitrile FC=1C=CC2=C(CCO2)C1CNC1=NC=C(C=2N1C=C(N2)C#N)C2=C(C=C(C=C2)C=O)C